6-amino-2-methoxypyrimidine NC1=CC=NC(=N1)OC